C(C=C(C(=O)OCCCCCCCC)CC(=O)OCCCCCCCC)(=O)OCCCCCCCC tri-n-octyl aconitate